2-(2-methoxycarbonyl-4-methylphenyl)formyloxy-1,3-propanediol COC(=O)C1=C(C=CC(=C1)C)C(=O)OC(CO)CO